C(C)(=O)O[Sn](CCCC)(CCCC)OC(C)=O bis(acetoxy)dibutyl-tin